(8s,9s)-5-fluoro-8-(4-fluorophenyl)-9-(5,5-dimethyl-2,4-imidazolindione-3-yl)-8,9-dihydro-2H-pyrido[4,3,2-de]phthalazin-3(7H)-one FC=1C=C2C=3C(=NNC(C3C1)=O)[C@H]([C@@H](N2)C2=CC=C(C=C2)F)N2C(NC(C2=O)(C)C)=O